tert-butyl (Z)-5-(methoxymethylene)-2-azabicyclo[2.2.1]heptane-2-carboxylate CO\C=C\1/C2CN(C(C1)C2)C(=O)OC(C)(C)C